NCC(=O)O.NCC(=O)O.[Zn] Zinc diglycine